C1(CCCC1)N1C(C2=C(CCC1)C(=CN2)C2=NC(=NC=C2C(F)(F)F)NC2CNC(CC2)(C)C)=O 7-cyclopentyl-3-{2-[(6,6-dimethylpiperidin-3-yl)amino]-5-(trifluoromethyl)pyrimidin-4-yl}-1H,4H,5H,6H,7H,8H-pyrrolo[2,3-c]azepin-8-one